NC1=CC=C(C=C1)O.[Na] sodium para-aminophenol